ClC(C1=NC(=NO1)C1=CC=C(C=C1)P(OCC)(=O)NC1=CC(=CC=C1)OC)(F)F ethyl P-(4-(5-(chlorodifluoromethyl)-1,2,4-oxadiazol-3-yl)phenyl)-N-(3-methoxyphenyl)phosphonamidate